FC=1C(=CC2=C([C@H](CCO2)NC(=O)C2C3OC4=C(C32)C=C(C=C4)F)C1)F exo-N-[(4S)-6,7-difluoro-3,4-dihydro-2H-1-benzopyran-4-yl]-5-fluoro-1a,6b-dihydro-1H-cyclopropa[b][1]benzofuran-1-carboxamide